C1(=CC=CC=C1)S(=O)(=O)N1C=C(C=2C1=NC=CC2OC2=C(C=C(C=C2F)NC=2OC[C@@](CN2)(C)CO)F)C2(COC2)O |r| (+/-)-3-[1-(benzenesulfonyl)-4-(2,6-difluoro-4-{[5-(hydroxymethyl)-5-methyl-5,6-dihydro-4H-1,3-oxazin-2-yl]amino}phenoxy)-1H-pyrrolo[2,3-b]pyridin-3-yl]oxetan-3-ol